tert-butyl (S)-6-(((R)-tert-butylsulfinyl)amino)-4,6-dihydrospiro[cyclopenta[d]thiazole-5,4'-piperidine]-1'-carboxylate C(C)(C)(C)[S@@](=O)N[C@@H]1C2=C(N=CS2)CC12CCN(CC2)C(=O)OC(C)(C)C